ClC=1C(=C(NC2=NC=NC3=CC(=C(C=C23)NC(C=CCN(C)C)=O)C#C[C@@]2(CN(CC2)C)C)C=CC1)F N-[4-(3-chloro-2-fluoro-anilino)-7-[2-[(3R)-1,3-dimethylpyrrolidin-3-yl]ethynyl]quinazolin-6-yl]-4-(dimethylamino)but-2-enamide